C(C)(C)(C)OC(=O)N1CC(C(C1)F)NC(=O)OCC1=CC=CC=C1 3-{[(benzyloxy)carbonyl]amino}-4-fluoropyrrolidine-1-carboxylic acid tert-butyl ester